CC=1C(=NC(=NC1)NC1=CC=C(C=C1)N1CCN(CC1)C)NC1=CC(=C(C=C1)Cl)OC 5-Methyl-N4-(4-chloro-3-methoxyphenyl)-N2-[4-(4-methylpiperazin-1-yl)phenyl]pyrimidine-2,4-diamine